ClC1=NC(=CC=C1C(=O)OC(C)(C)C)N1N=C(C=C1)OCCC1C2(C13CC3)CC2 tert-butyl 2-chloro-6-[3-(2-dispiro[2.0.24.13]heptan-7-ylethoxy)pyrazol-1-yl]pyridine-3-carboxylate